[1,2,3]triazolo[1,5-a]pyridine-5-carboxylic acid N1=NC=C2N1C=CC(=C2)C(=O)O